O=C1C2=CC(C=CN2CC12CCNCC2)=O 1,7-dioxo-1,7-dihydro-3H-spiro[indolizine-2,4'-piperidine]